C(C(=O)O)(=O)O.C(C)OCCN(CCC[C@H](C(C)C)N1CC2(C1)CN(CC2)C=2N=CN=NC2OC2=C(C(=O)N(C(C)C)CC)C=C(C=C2)F)C (R)-2-((5-(2-(6-((2-ethoxyethyl)(methyl)amino)-2-methylhexan-3-yl)-2,6-diazaspiro[3.4]oct-6-yl)-1,2,4-triazin-6-yl)oxy)-N-ethyl-5-fluoro-N-isopropylbenzamide oxalate